C(C)OC(=O)C1=NN2C(COCC2)=C1 6,7-dihydro-4H-pyrazolo[5,1-c][1,4]Oxazine-2-carboxylic acid ethyl ester